bromobenzenebisamide BrC1=C(C(=CC=C1)C(=O)N)C(=O)N